tert-butyl-2-(tert-butyl)aniline C(C)(C)(C)NC1=C(C=CC=C1)C(C)(C)C